BrC=1C=C(C=CC1)SC=1N=NC=CC1C(NO)=N 3-[(3-bromophenyl)sulfanyl]-N-hydroxypyridazine-4-carboximidamide